C12CN(CC(N1)C2)C2=CC=C(C=N2)C=2C=1N(C=C(C2)C=2C=NN(C2)C(F)F)N=CC1C#N 4-(6-(3,6-diazabicyclo[3.1.1]heptan-3-yl)pyridin-3-yl)-6-(1-difluoromethyl-1H-pyrazol-4-yl)pyrazolo[1,5-a]pyridine-3-carbonitrile